4-(3-(Cyanomethyl)-4-methylpiperazin-1-yl)-N-(4-methylpent-2-ynyl)-1H-benzo[d]imidazole-1-carboxamide C(#N)CC1CN(CCN1C)C1=CC=CC=2N(C=NC21)C(=O)NCC#CC(C)C